NC[C@H](CC(=O)O)CC(C)C (S)-(+)-3-aminomethyl-5-methyl-1-hexanoic acid